FC=1C=C(C=NC1CS(=O)(=O)C)NC=1N=CC2=C(N1)CN(CC2)C(=O)OC(C)(C)C tert-butyl 2-{[5-fluoro-6-(methanesulfonylmethyl)pyridin-3-yl]amino}-5H,6H,7H,8H-pyrido[3,4-d]pyrimidine-7-carboxylate